(S)-2-oxo-3-pyrrolidinepropanoic acid O=C1NCC[C@@H]1CCC(=O)O